BrC([2H])([2H])C1=CC(=CC=C1)F (bromomethyl-d2)-3-fluorobenzene